(S)-2-((7-(4-chloro-2-fluorophenylethoxy)-3,4-dihydroisoquinolin-2(1H)-yl)methyl)-1-((oxetan-2-yl)methyl)-1H-benzo[d]imidazole-6-carboxylic acid ClC1=CC(=C(C=C1)CCOC1=CC=C2CCN(CC2=C1)CC1=NC2=C(N1C[C@H]1OCC1)C=C(C=C2)C(=O)O)F